N-(6-((5-chloro-2-((2-chloro-5-methyl-4-(4-(4-methyl-1,4-diazepan-1-yl)piperidin-1-yl)phenyl)amino)pyrimidin-4-yl)amino)-2,3-dihydrobenzofuran-5-yl)methanesulfonamide ClC=1C(=NC(=NC1)NC1=C(C=C(C(=C1)C)N1CCC(CC1)N1CCN(CCC1)C)Cl)NC1=CC2=C(CCO2)C=C1NS(=O)(=O)C